ClC1=CC(=C(C(=O)[O-])C=C1)O 4-chloro-2-hydroxybenzoate